CC1(C/C(/CO1)=N/NS(=O)(=O)C1=CC=C(C=C1)C)C (Z)-N'-(5,5-dimethyldihydrofuran-3(2H)-ylidene)-4-methylbenzenesulfonyl-hydrazine